O1CCOC=2C1=C1C(=CC=NC1=CC2)OC2=C(C(=C(C=C2F)NC(C2=CN=CC=C2OC)=O)F)F N-(4-((2,3-dihydro-[1,4]dioxino[2,3-f]quinolin-10-yl)oxy)-2,3,5-trifluorophenyl)-4-methoxy-nicotinamide